Cyanoethylen C(#N)C=C